3-oxobutylphenyl 4-hydroxybenzoate OC1=CC=C(C(=O)OC2=C(C=CC=C2)CCC(C)=O)C=C1